4-(2-amino-phenyl)-piperazine-1-carboxylic acid tert-butyl ester C(C)(C)(C)OC(=O)N1CCN(CC1)C1=C(C=CC=C1)N